2-[1-(2-methyl-5-thiazolyl)-2-[3-(trifluoromethyl)-1H-pyrazol-1-yl]propylidene]hydrazinecarboxaldehyde CC=1SC(=CN1)C(C(C)N1N=C(C=C1)C(F)(F)F)=NNC=O